C(CCCC)(=O)N1CC2=CC=C(C=C2C1)C1=C(C(=O)O)C=CC=C1 2-(2-Pentanoylisoindolin-5-yl)benzoic acid